5-[(2R,5S)-5-methyl-1-(p-tolylsulfonyl)-2-piperidyl]-2-[1-(trideuteriomethyl)-4-piperidyl]-1,3-benzothiazole C[C@H]1CC[C@@H](N(C1)S(=O)(=O)C1=CC=C(C=C1)C)C=1C=CC2=C(N=C(S2)C2CCN(CC2)C([2H])([2H])[2H])C1